The molecule is a homodetic cyclic decapeptide consisting of D-Phe, L-Pro, L-Trp, D-Phe, L-Asn, L-Gln, L-Tyr, L-Val, L-Orn, and L-Leu residues coupled in sequence and cyclised head-to-tail. It has a role as an antibacterial agent and a bacterial metabolite. It is a homodetic cyclic peptide, a macrocycle and a peptide antibiotic. CC(C)C[C@H]1C(=O)N[C@@H](C(=O)N2CCC[C@H]2C(=O)N[C@H](C(=O)N[C@@H](C(=O)N[C@H](C(=O)N[C@H](C(=O)N[C@H](C(=O)N[C@H](C(=O)N[C@H](C(=O)N1)CCCN)C(C)C)CC3=CC=C(C=C3)O)CCC(=O)N)CC(=O)N)CC4=CC=CC=C4)CC5=CNC6=CC=CC=C65)CC7=CC=CC=C7